(R)-Methyl 4-((R)-3-amino-3-(4-chlorobenzyl)piperidin-1-yl)-3-benzyl-4-oxobutanoate N[C@@]1(CN(CCC1)C([C@@H](CC(=O)OC)CC1=CC=CC=C1)=O)CC1=CC=C(C=C1)Cl